CC(C(C(=O)O)C1=CC(=NO1)OCC#C)C 3-Methyl-2-(3-(prop-2-yn-1-yloxy)isoxazol-5-yl)butanoic acid